5-(6-fluoro-8-hydroxy-2,3,4,5-tetrahydro-1H-benzo[d]azepin-7-yl)-1,2,5-thiadiazolidin-3-one 1,1-dioxide FC1=C(C(=CC=2CCNCCC21)O)N2CC(NS2(=O)=O)=O